COC1=C(C(=NN1)C1=NC(=CC=C1)C)C1=NC2=CC(=CN=C2C=C1)N1CCC(CC1)N1CCN(CC1)C 2-[5-methoxy-3-(6-methyl-2-pyridyl)-1H-pyrazol-4-yl]-7-[4-(4-methylpiperazin-1-yl)-1-piperidyl]-1,5-naphthyridine